NC=1N=C(C2=C(N1)C=CN(C2=O)CC2=CC=C(C=C2)C(=O)N2CCNCC2)NCCCC 2-amino-4-(butylamino)-6-(4-(piperazine-1-carbonyl)benzyl)pyrido[4,3-d]pyrimidin-5(6H)-one